(R)-2-CYCLOPROPYLPENT-4-EN-1-OL C1(CC1)[C@H](CO)CC=C